4-(6-fluoropyridin-3-yl)-6-[(2-hydroxy-2-methylpropyl)oxy]pyrazolo[1,5-a]pyridine FC1=CC=C(C=N1)C=1C=2N(C=C(C1)OCC(C)(C)O)N=CC2